C(C)(C)(C)OC(=O)N1CCN(CC1)CC1CN(C1)C1=CC=C(C=C1)N 4-((1-(4-aminophenyl)azetidin-3-yl)methyl)piperazine-1-carboxylic acid tert-butyl ester